CC1=C(C(=O)O)C=CC(=N1)N1[C@@H](CCC(C1)C1=CC=C(C=C1)C(F)(F)F)CO methyl-6-((2S)-2-(hydroxymethyl)-5-(4-(trifluoromethyl)phenyl)piperidin-1-yl)nicotinic acid